4-(benzimidazolin-2-one-5-yl)-N2-[2-(4-methylpiperazin-1-yl)pyridin-5-yl]-5-methylpyrimidine-2,4-diamine N1C(NC2=C1C=CC(=C2)C2(NC(=NC=C2C)NC=2C=CC(=NC2)N2CCN(CC2)C)N)=O